potassium pyrrolidone N1C(CCC1)=O.[K]